4-(piperidin-4-yl)pyridine N1CCC(CC1)C1=CC=NC=C1